4-Hydrazineyl-2-methylbutan-4,4-d2-2-ol N(N)C(CC(C)(O)C)([2H])[2H]